C=C(CC)B1OC(C(O1)(C)C)(C)C 2-(but-1-en-2-yl)-4,4,5,5-tetramethyl-1,3,2-dioxaborolane